6-bromo-4-quinazolinone BrC=1C=C2C(NC=NC2=CC1)=O